1-(tert-butyl) 4-ethyl (3S,4R)-3-hydroxypiperidine-1,4-dicarboxylate O[C@@H]1CN(CC[C@H]1C(=O)OCC)C(=O)OC(C)(C)C